Cl.[Cl-].[Cl-].C(C(=C)C)(=O)NCC[N+]1=CC=CC=C1.C(C(=C)C)(=O)NCC[N+]1=CC=CC=C1 1-(2-methacrylamidoethyl)-pyridinium chloride chloride hydrochloride